O=C(CNC(OC(C)(C)C)=O)N1CCN(CC1)C1=NC=C(C=N1)C(F)(F)F tert-butyl N-[2-oxo-2-[4-[5-(trifluoromethyl) pyrimidin-2-yl]piperazin-1-yl]ethyl]carbamate